C1(CCC1)OC1=C(C=CC(=C1F)F)[C@H]1[C@@H](O[C@]([C@H]1C)(C(F)(F)F)C)C(=O)NC1=CC(=NC=C1)C(=O)NOC 4-((2R,3S,4S,5R)-3-(2-Cyclobutoxy-3,4-difluorophenyl)-4,5-dimethyl-5-(trifluoromethyl)tetrahydrofuran-2-carboxamido)-N-methoxypicolinamide